[2-[(2-methoxy-6-methyl-3-pyridinyl)oxy]-4-methyl-5-(trifluoromethyl)-3-pyridinyl]boronic acid COC1=NC(=CC=C1OC1=NC=C(C(=C1B(O)O)C)C(F)(F)F)C